N-(3-chloro-4-fluorophenyl)-4-formyl-1,2,5-oxadiazole-3-carboxamide ClC=1C=C(C=CC1F)NC(=O)C1=NON=C1C=O